2-((2-(bis(2-hydroxydodecyl)amino)ethyl)piperazin-1-yl)ethylaminon-dodecane-2-ol OC(CN(CCC1N(CCNC1)CCNCC(CCCCCCCCCC)O)CC(CCCCCCCCCC)O)CCCCCCCCCC